CC(C=O)CCCC 2-METHYLHEXANAL